C(C)OC=1C(=CC2=CN(N=C2C1)C)C(=O)NC1=CC=C(N=N1)C=1CCN(C(C1)(C)C)C(=O)OC(C)(C)C tert-butyl 4-(6-(6-ethoxy-2-methyl-2H-indazole-5-carboxamido)pyridazin-3-yl)-6,6-dimethyl-3,6-dihydropyridine-1(2H)-carboxylate